O=C1NC(=C(C=C1C(=O)N)C1=CC=C(C=C1)CC1CCOCC1)C(F)(F)F 2-oxo-5-(4-((tetrahydro-2H-pyran-4-yl)methyl)phenyl)-6-(trifluoromethyl)-1,2-dihydropyridine-3-carboxamide